1-(4-Hydroxyphenyl)-3-(3-methoxy-4-phenylmethoxyphenyl)prop-2-en-1-one OC1=CC=C(C=C1)C(C=CC1=CC(=C(C=C1)OCC1=CC=CC=C1)OC)=O